C(C)(C)(C)OC(=O)NCCOCCC(=O)N1CCC(CC1)C1=CC2=NC(=C3C(=C2S1)N(C(=N3)CCCC)CC3CCOCC3)N tert-butyl({2-[(3-{4-[4-amino-2-butyl-1-(3,4,5,6-tetrahydro-2H-pyran-4-yl methyl)thieno[3,2-b]imidazo[4,5-d]pyridin-7-yl]hexahydropyridin-1-yl}-3-oxopropyl)oxy]ethyl}amino)carboxylate